N-(2-(2-(4-(2-(3,4-Dihydro-2,6-naphthyridin-2(1H)-yl)ethyl)phenyl)-2H-tetrazol-5-yl)-4,5-dimethoxyphenyl)quinoxaline-2-carboxamide C1N(CCC2=CN=CC=C12)CCC1=CC=C(C=C1)N1N=C(N=N1)C1=C(C=C(C(=C1)OC)OC)NC(=O)C1=NC2=CC=CC=C2N=C1